[C@H](C)(CC)[C@@H]1N=C(C2=C(N(C1=O)CC(=O)NS(=O)(=O)C1CC1)C=CC(=C2)Cl)C2=CC=CC=C2 2-((S)-3-((S)-sec-butyl)-7-chloro-2-oxo-5-phenyl-2,3-dihydro-1H-benzo[e][1,4]diazepin-1-yl)-N-(cyclopropylsulfonyl)acetamide